NC1=CC(=C(C=C1OC)CC#N)F 2-(4-amino-2-fluoro-5-methoxy-phenyl)acetonitrile